F[C@H]1[C@@H]2CC[C@H](C[C@H]1N(C=1N=CC(=NC1)C1=C(C=C(C=C1)C1=CC(N(C=C1)CF)=O)O)C)N2 4-(4-(5-(((1S,2S,3R,5R)-2-fluoro-8-azabicyclo[3.2.1]octan-3-yl)(methyl)amino)pyrazin-2-yl)-3-hydroxyphenyl)-1-(fluoromethyl)pyridin-2(1H)-one